FC(C1=CC=C2C(=N1)O[C@@H]1[C@H]2NC(CC1)=O)(F)F |r| (Rac)-(4aS,9bS)-7-(trifluoromethyl)-3,4,4a,9b-tetrahydrofuro[2,3-b:4,5-b']dipyridin-2(1H)-one